FC(C1=CC=C2C(=N1)CC1(CCNCC1)[C@@H]2N[S@](=O)C(C)(C)C)F (R)-N-[(5S)-2-(difluoromethyl)spiro[5,7-dihydrocyclopenta[b]pyridine-6,4'-piperidine]-5-yl]-2-methyl-propane-2-sulfinamide